Chloromethyl (3-((tert-butyldimethylsilyl)oxy)propyl)(methyl)carbamate [Si](C)(C)(C(C)(C)C)OCCCN(C(OCCl)=O)C